O=C1NC(CCC1N1C(C2=CC=C(C=C2C1)C(=O)N[C@@H](C(F)(F)F)C1=C(C=C(C=C1)F)OC)=O)=O 2-(2,6-dioxopiperidin-3-yl)-1-oxo-N-((R)-2,2,2-trifluoro-1-(4-fluoro-2-methoxyphenyl)ethyl)isoindoline-5-carboxamide